N-[2-[1-[3-[4-[4-(2,6-dioxo-3-piperidyl)phenyl]-1-piperidyl]-3-oxo-propyl]-4-piperidyl]-7-isopropoxy-imidazo[1,2-a]pyridin-6-yl]-6-(trifluoromethyl)pyridine-2-carboxamide O=C1NC(CCC1C1=CC=C(C=C1)C1CCN(CC1)C(CCN1CCC(CC1)C=1N=C2N(C=C(C(=C2)OC(C)C)NC(=O)C2=NC(=CC=C2)C(F)(F)F)C1)=O)=O